bis-(4-isocyanatophenyl)propane lithium (2-fluoromalonate) difluoroborate B([O-])(F)F.FC(C(=O)O)C(=O)O.[Li+].N(=C=O)C1=CC=C(C=C1)C(C)(C)C1=CC=C(C=C1)N=C=O